(R)-4-(3-(3-Aminopiperidin-1-carbonyl)-1-(4-(diethylamino)-2-fluorophenyl)-1H-pyrazol-5-yl)benzonitril N[C@H]1CN(CCC1)C(=O)C1=NN(C(=C1)C1=CC=C(C#N)C=C1)C1=C(C=C(C=C1)N(CC)CC)F